BrC=1C(=CC2=C(N=CN2C2=NC(=C(C=C2)C(F)F)N2N=C(C=C2C)C(F)F)C1)OC1CN(CC1)C(=O)OC(C)(C)C tert-butyl 3-[6-bromo-3-[5-(difluoromethyl)-6-[3-(difluoromethyl)-5-methyl-pyrazol-1-yl]-2-pyridyl]benzimidazol-5-yl]oxypyrrolidine-1-carboxylate